8-(4-chloro-2-fluorophenyl)-2,3-dimethyl-6-((2r,4s)-2-(2-methylpyrimidin-5-yl)tetrahydro-2H-pyran-4-yl)pyrimido[5,4-d]pyrimidin-4(3H)-one ClC1=CC(=C(C=C1)C1=NC(=NC2=C1N=C(N(C2=O)C)C)[C@@H]2C[C@@H](OCC2)C=2C=NC(=NC2)C)F